COC(=O)C1=CC=C(S1)C1=CC(=C2C=CC=NC2=C1)C1(CC1)NC(=O)C=1C=C(OC[C@H]2N(CC2)C(=O)OC(C)(C)C)C=CC1C tert-Butyl (S)-2-((3-((1-(7-(5-(methoxycarbonyl)thiophen-2-yl)quinolin-5-yl)cyclopropyl) carbamoyl)-4-methylphenoxy) methyl)azetidine-1-carboxylate